N1=CC=C(C=C1)\C=C/C(=O)OC1=C(C=CC=C1)C1SCCCS1 (Z)-2-(1,3-dithian-2-yl)phenyl 3-(pyridin-4-yl)acrylate